O=C1NC(CCC1N1C(C2=CC=C(C=C2C1)N1CCN(CC1)CC1CCN(CC1)CCN1[C@H](CN(CC1)C(=O)OCC1=CC=CC=C1)C)=O)=O benzyl (3S)-4-[2-[4-[[4-[2-(2,6-dioxo-3-piperidyl)-1-oxo-isoindolin-5-yl]piperazin-1-yl]methyl]-1-piperidyl]ethyl]-3-methyl-piperazine-1-carboxylate